3,4-dimethylbenzylthiophenol CC=1C=C(CC2=C(C=CC=C2)S)C=CC1C